BrC=1SC2=C(N1)C=C(C=C2)CN(C(=O)[C@H]2N(CCC2)S(=O)(=O)C2=CC(=C(C=C2)C)F)C2CCC(CC2)(F)F (S)-1-(3-Fluoro-4-methyl-benzenesulfonyl)-pyrrolidine-2-carboxylic acid (2-bromo-benzothiazol-5-ylmethyl)-(4,4-difluoro-cyclohexyl)-amide